7-bromo-6-fluoro-N5-[(4-methoxyphenyl)methyl]quinazoline-4,5-diamine BrC=1C(=C(C=2C(=NC=NC2C1)N)NCC1=CC=C(C=C1)OC)F